C(#N)[C@H]1N(CSC1)C(CNC(=O)C1=CC=NC2=CC=C(C=C12)N1CC2(C1)CCC2)=O (R)-N-(2-(4-cyanothiazolidin-3-yl)-2-oxoethyl)-6-(2-azaspiro[3.3]heptane-2-yl)-quinoline-4-carboxamide